ClC1=C(N(C=2C(N(C=C(C21)Cl)C2=CC(=CC=C2)C2(CC1(CC1)C2)C2=NN=CN2C)=O)COCC[Si](C)(C)C)C(=O)OCC Ethyl 3,4-dichloro-6-{3-[5-(4-methyl-4H-1,2,4-triazol-3-yl)spiro[2.3]hexan-5-yl]phenyl}-7-oxo-1-{[2-(trimethylsilyl)ethoxy]methyl}-6,7-dihydro-1H-pyrrolo[2,3-c]pyridine-2-carboxylate